ClC1=NC(=C2N=CN(C2=N1)CC1=CC=C(C=C1)O[Si](C(C)C)(C(C)C)C(C)C)Cl 2,6-dichloro-9-(4-((triisopropylsilyl)oxy)benzyl)-9H-purine